BrCC1=C(C(=NC(=N1)Cl)N1[C@H](CN(CC1)C(=O)OC(C)(C)C)C)[N+](=O)[O-] (S)-tert-butyl 4-(6-(bromomethyl)-2-chloro-5-nitropyrimidin-4-yl)-3-methylpiperazine-1-carboxylate